C12C(CC(CC1)CC2)C2=CC=C(OC1=NC=C(C(=O)OCC)C=C1)C=C2 ethyl 6-(4-((1s,4s)-bicyclo[2.2.2]octan-2-yl)phenoxy)nicotinate